C(CCCCCC)NC n-Heptylmethylamin